N-(5-Chloro-2,4-difluorophenyl)-6-methoxy-N-methyl-2,3-dihydro-1H-pyrrolo[3,2-c]pyridine-2-carboxamide ClC=1C(=CC(=C(C1)N(C(=O)C1CC=2C=NC(=CC2N1)OC)C)F)F